S(=O)(=O)(OC)OC(F)(F)F methyl (trifluoromethyl) sulfate